C12(CC3CC(CC(C1)C3)C2)C(=O)[O-].[Cu+2].C23(CC1CC(CC(C2)C1)C3)C(=O)[O-] copper adamantanoate